C1(CC(CC1)O)O cyclopentane-1,3-diol